Cl.Cl.N1[C@@H](CCC1)C(=O)OC1=C2C=CNC2=CC=C1 indol-4-yl L-prolinate 2HCl salt